FC(C1(CN2N(C1=O)C(CC2)C=2C=NC=C(C#N)C2)CC)F 5-(6-(difluoromethyl)-6-ethyl-7-oxohexahydropyrazolo[1,2-a]pyrazol-1-yl)nicotinonitrile